F[C@H]1[C@H](CN(C1)C1COC1)NC1=NN2C(C(=N1)OC)=C(C=C2)C=2C=C1C=CC=NC1=CC2 N-((3S,4R)-4-fluoro-1-(oxetan-3-yl)pyrrolidin-3-yl)-4-methoxy-5-(quinolin-6-yl)pyrrolo[2,1-f][1,2,4]triazin-2-amine